benzyl-N-(trifluoroacetyl)-L-valinyl-(4R)-4-(trifluoromethyl)-L-proline C(C1=CC=CC=C1)N([C@@H](C(C)C)C(=O)N1[C@@H](C[C@H](C1)C(F)(F)F)C(=O)O)C(C(F)(F)F)=O